CN([C@@H](CC1=CC(=C(C(=O)NC)C=C1)F)CN1C(C2=CC=CC=C2C1=O)=O)C (S)-4-(2-(dimethylamino)-3-(1,3-dioxoisoindolin-2-yl)propyl)-2-fluoro-N-methylbenzamide